2,5-dichloro-4-trifluoromethylaniline ClC1=C(N)C=C(C(=C1)C(F)(F)F)Cl